6-[3-(5-chloro-2-fluoro-phenyl)-1H-pyrazol-4-yl]-N-(2-piperazin-1-ylethyl)-1,5-naphthyridin-3-amine ClC=1C=CC(=C(C1)C1=NNC=C1C=1N=C2C=C(C=NC2=CC1)NCCN1CCNCC1)F